O=C1NC(CCC1NC1=CC(=C(C(=C1)F)N1CCC(CC1)(O)CN1CCN(CC1)C(=O)OCC1=CC=CC=C1)F)=O benzyl 4-((1-(4-((2,6-dioxopiperidin-3-yl)amino)-2,6-difluorophenyl)-4-hydroxypiperidin-4-yl)methyl)piperazine-1-carboxylate